C1(CC1)C1N2C(COC1)=CC(=N2)S(=O)(=O)NC(NC2=C1CCCC1=CC=C2C2=CC=1N(C=C2)N=CC1)=O 7-cyclopropyl-N-((5-(pyrazolo[1,5-a]pyridin-5-yl)-2,3-dihydro-1H-inden-4-yl)carbamoyl)-6,7-dihydro-4H-pyrazolo[5,1-c][1,4]oxazine-2-sulfonamide